methyl (2R)-2-{[(1,2,3,5,6,7-hexahydro-s-indacen-4-yl)carbamoyl]amino}-3-(thiophen-2-yl)propanoate C1CCC2=C(C=3CCCC3C=C12)NC(=O)N[C@@H](C(=O)OC)CC=1SC=CC1